OCCC1=C(N(CS1)CC=1C(=NC(=NC1)C)NC1=C(C=CC=C1)C1=NCC(N(C2=C1C=C(C=C2)[N+](=O)[O-])C)=O)C 5-{2-[(5-{[5-(2-hydroxyethyl)-4-methyl-2,3-dihydro-1,3-thiazol-3-yl]methyl}-2-methylpyrimidin-4-yl)amino]phenyl}-1-methyl-7-nitro-2,3-dihydro-1H-1,4-benzodiazepin-2-one